((3S,5R)-4-propenoyl-3,5-dimethylpiperazin-1-yl)-7-(2-amino-4,6-difluorophenyl)-6-chloro-1-(2-isopropyl-4-methylpyridin-3-yl)-2-oxo-1,2-dihydroquinoline-3-carbonitrile C(C=C)(=O)N1[C@H](CN(C[C@H]1C)C1=C(C(N(C2=CC(=C(C=C12)Cl)C1=C(C=C(C=C1F)F)N)C=1C(=NC=CC1C)C(C)C)=O)C#N)C